[Al].[Ag].[Ni] nickel-silver-aluminum